N-((3S,4S)-3-((8-((cyclopropylmethyl)(methyl)amino)-6-(2,6-dichloro-3,5-dimethoxyphenyl)pyrido[3,4-d]pyrimidin-2-yl)amino)tetrahydro-2H-pyran-4-yl)acrylamide C1(CC1)CN(C1=NC(=CC2=C1N=C(N=C2)N[C@@H]2COCC[C@@H]2NC(C=C)=O)C2=C(C(=CC(=C2Cl)OC)OC)Cl)C